F[C@@H](C1(COC1)C=1C=C(C=CC1)N1C(C2=CC(=CC(=C2C1)C(F)(F)F)CN1CC(C1)(CCC)O)=O)C1=NN=CN1C (S)-2-(3-(3-(fluoro(4-methyl-4H-1,2,4-triazol-3-yl)methyl)oxetan-3-yl)phenyl)-6-((3-hydroxy-3-propylazetidin-1-yl)methyl)-4-(trifluoromethyl)isoindolin-1-one